CN(C[C@H](O)[C@@H](O)[C@H](O)[C@H](O)CO)C dimethylglucamine